ClC=1C=C2[C@@]3(C(NC2=CC1)=O)[C@@H](C3)C(=O)OC |r| rac-methyl (1S*,2R*)-5'-chloro-2'-oxospiro[cyclopropane-1,3'-indoline]-2-carboxylate